C(C)(C)(C)OC(=O)NCC1=CC(=C(C=C1)NC(=O)C1=CC2=C(OCCC3=C2SC=C3)C=C1C=1C(=NC(=CC1)C(NCCC)=O)C(=O)OC)OC(C)C methyl 3-(9-((4-(((tert-butoxycarbonyl)amino)methyl)-2-isopropoxyphenyl)carbamoyl)-4,5-dihydrobenzo[b]thieno[2,3-d]oxepin-8-yl)-6-(propylcarbamoyl)picolinate